4-[[2-(4-Bromo-2-fluoro-5-hydroxy-phenyl)acetyl]amino]-N-tert-butyl-pyridine-2-carboxamide BrC1=CC(=C(C=C1O)CC(=O)NC1=CC(=NC=C1)C(=O)NC(C)(C)C)F